[Si](C)(C)(C(C)(C)C)OC1=CC(=C(C=C1)N=C(N)C1=C(C=2N(N=C1)C=C(C2)C=2C(=NC(=CC2C)OC)C)N[C@H]2C[C@H](CC2)NC(OC(C)(C)C)=O)CC tert-butyl N-[cis-3-[[3-[N'-[4-[tert-butyl(dimethyl)silyl]oxy-2-ethyl-phenyl]carbamimidoyl]-6-(6-methoxy-2,4-dimethyl-3-pyridyl)pyrrolo[1,2-b]pyridazin-4-yl]amino]cyclopentyl]carbamate